C(C)OC(NCC1OC2=C(C1)C1=C(N=C(S1)C1=C3N=CC(=NC3=CC(=C1)C)OC)C=C2)=O ((2-(2-methoxy-7-methylquinoxalin-5-yl)-7,8-dihydrobenzofuro[5,4-d]thiazol-7-yl)methyl)carbamic acid ethyl ester